1-(2-ethylhexyl)-1H-indene C(C)C(CC1C=CC2=CC=CC=C12)CCCC